benzyl (S)-(2-((tert-butyl dimethyl silyl)oxy)-1-(4-chlorophenyl)ethyl)(methyl)carbamate [Si](C)(C)(C(C)(C)C)OC[C@H](C1=CC=C(C=C1)Cl)N(C(OCC1=CC=CC=C1)=O)C